CC1N(C1)CCC(=O)OCC(CC)(COC(CCN1C(C1)C)=O)COC(CCN1C(C1)C)=O propylidynetrimethyl tris[3-(2-methylaziridin-1-yl) propionate]